4-((2S,4S)-1-((5-methoxy-7-methyl-1H-indol-4-yl)methyl)-4-(3,3,3-trifluoropropyl)piperidin-2-yl)benzoic acid COC=1C(=C2C=CNC2=C(C1)C)CN1[C@@H](C[C@H](CC1)CCC(F)(F)F)C1=CC=C(C(=O)O)C=C1